FC1COC=2C1=C(N(C(C2C(=O)N)=O)C2=CC=C(C=C2)F)C2=C(C=CC=C2)OC2=CC=NC1=CC(=C(C=C21)OC)OCCN2CCOCC2 3-fluoro-4-([6-methoxy-7-(2-morpholinoethoxy)quinolin-4-yl]oxyphenyl)-5-(4-fluorophenyl)-6-oxo-2,3,5,6-tetrahydrofuro[3,2-c]pyridine-7-carboxamide